R-gamma-valerolactone C1(CC[C@@H](C)O1)=O